4-[1-(2-methylphenyl)-1H-pyrazol-4-yl]piperidine CC1=C(C=CC=C1)N1N=CC(=C1)C1CCNCC1